CC(C)(CCNS(=O)(=O)C1=CC=C(C=C1)[N+](=O)[O-])NC(OC(C)(C)C)=O tert-butyl (2-methyl-4-((4-nitrophenyl)sulfonamido)butan-2-yl)carbamate